tert-Butyl (2-((2-(((4-nitrophenoxy)carbonyl)oxy)ethyl)disulfaneyl)ethyl)-carbamate [N+](=O)([O-])C1=CC=C(OC(=O)OCCSSCCNC(OC(C)(C)C)=O)C=C1